N-{3-sulfamoyl-4-[4-(trifluoromethyl)-1H-Pyrazol-1-yl]Phenyl}-2-[2-(trifluoromethoxy)phenyl]Acetamide S(N)(=O)(=O)C=1C=C(C=CC1N1N=CC(=C1)C(F)(F)F)NC(CC1=C(C=CC=C1)OC(F)(F)F)=O